FC=1C=NC=C(C1C(O)C1=CC(=C(C=C1)F)C1=NC=NC2=CC(=CC=C12)N1CCOCC1)F (3,5-Difluoro-pyridin-4-yl)-[4-fluoro-3-(7-morpholin-4-yl-quinazolin-4-yl)phenyl]-methanol